CN(C1[NH+](CCCN1CC(C)=O)C)C 2-dimethylamino-3-acetylmethyl-1-methyl-1,4,5,6-tetrahydropyrimidinium